C(C)(C)C1=C(C=CC=2N(N=NC21)C2=C(C(=CC(=C2)F)F)F)C(=O)O 4-isopropyl-1-(2,3,5-trifluorophenyl)-1H-benzo[d][1,2,3]triazole-5-carboxylic acid